ONC(CC=1C(=NN(C1C1=CC=CC=C1)CC=1C=C(C(=O)O)C=CC1)C1=CC=CC=C1)=O 3-[[4-[2-(Hydroxyamino)-2-oxo-ethyl]-3,5-diphenyl-1H-pyrazol-1-yl]methyl]benzoic acid